OCC1=CC=C(C=C1)C#CC1=C2CN(C(C2=CC=C1)=C=O)C1C(NC(CC1)=O)=O 3-(4-((4-(hydroxymethyl)phenyl)ethynyl)-1-carbonylisoindolin-2-yl)piperidine-2,6-dione